CN(CCN(CCN(C)CCN(C)C)C)C N,N'-bis[2-(dimethylamino)ethyl]-N,N'-dimethylethylenediamine